C(=CCCCCCCCCCCCCCCCCCCCCCCCCCCC)O nonacoseneol